ClC1=C(COC(CC)=O)C(=CC=C1)CNC(=O)C=1N=CN(C1)C1=NC(=NC=C1C)N[C@@H]1COCC1 (S)-2-chloro-6-((1-(5-methyl-2-((tetrahydrofuran-3-yl)amino)pyrimidin-4-yl)-1H-imidazole-4-carboxamido)-methyl)benzyl-propionate